C(CCOC1=C(C2=C(SC(=C2)C(C[C@@H](C(=O)O)C)=O)C=C1OC)F)OC1=C(C2=C(SC(=C2)C(C[C@@H](C(=O)O)C)=O)C=C1OC)F (2S,2'S)-4,4'-((propane-1,3-diylbis(oxy))bis(4-fluoro-6-methoxybenzo[b]thiophene-5,2-diyl))bis(2-methyl-4-oxobutanoic acid)